2,6-dimethyl-1,4-dihydro-3,5-pyridinedicarboxylic acid docosanyl ester C(CCCCCCCCCCCCCCCCCCCCC)OC(=O)C1=C(NC(=C(C1)C(=O)O)C)C